C1(=CC=CC=C1)C1=NC(=NC(=N1)C1=CC=CC=C1)C1=C(C=C(C=C1)OCCCC)O 2,4-diphenyl-(2-hydroxy-4-butoxyphenyl)1,3,5-triazine